FC([C@@H](C1=CC=C(C=C1)C=1N(C=C(N1)C(F)(F)F)C(C)C)NC)F (R)-2,2-difluoro-1-(4-(1-isopropyl-4-(trifluoromethyl)-1H-imidazol-2-yl)phenyl)-N-methyl-1-ethylamine